FC=1C=CC(=NC1)[C@H]1[C@@H](CC1)C=1NC(C2=C(N1)N(N=C2C#N)[C@@H](C)C=2C=NC(=CC2)C(F)(F)F)=O 6-((1R,2R)-2-(5-Fluoropyridin-2-yl)cyclobutyl)-4-oxo-1-((S)-1-(6-(trifluoromethyl)pyridin-3-yl)ethyl)-4,5-dihydro-1H-pyrazolo[3,4-d]pyrimidin-3-carbonitril